CC1=C2C3(C(NC2=CC=C1)=O)CCC3 4'-methyl-1'H-spiro[cyclobutane-1,3'-indol]-2'-one